NC1=CC=C(C=C1)C1(CC(C2=CC(=CC=C12)N)(C)C)C 1-(4-Aminophenyl)-1,3,3-trimethyl-indan-5-amin